C(=O)O.C(C)(=O)OC1=C(C(=CC(=C1)C)C)C(CC(=O)OC1=C2C(=CNC2=CC=C1)CCN(C)C)(C)C 3-(2-(dimethylamino)ethyl)-1H-indol-4-yl 3-(2-acetoxy-4,6-dimethylphenyl)-3-methylbutanoate formate